CN1N=NC2=C(C1=O)C=CC=C2 3-methylbenzo[d][1,2,3]triazin-4(3H)-one